BrC=1C=CC=2N(C1)N=C(N2)C=2C(=C(N)C=C(C2)F)C 3-(6-bromo-[1,2,4]triazolo[1,5-a]pyridin-2-yl)-5-fluoro-2-methylaniline